FC1=C(C(=O)O)C=CC(=C1)NC(=O)C1=CC=C2CCN(C2=C1)S(=O)(=O)C1=CC(=CC=C1)C(F)(F)F 2-Fluoro-4-{[1-(3-trifluoromethyl-benzenesulfonyl)-2,3-dihydro-1H-indole-6-carbonyl]-amino}-benzoic acid